C(\C=C\C(=O)O)(=O)O.NC1=C2N=CN(C2=NC=N1)C[C@@H](C)OCP(=O)(OC1=CC=CC=C1)OCCC(C(=O)O)(C)C ((((((R)-1-(6-amino-9H-purin-9-yl) propan-2-yl)oxy)methyl)(phenoxy)phosphoryl)oxy)methylpivalate fumarate